C(CO)O 1,2-ethanedioL